C(\C=C\C=C\C)(=O)[O-].C(CCCCCCCCCCC)[NH3+] dodecyl-ammonium sorbate